C(=O)(O)C=1C=C(C=CC1O)CCC1=CC=C(C=C1)CCC1=CC(=C(C=C1)O)C(=O)O 1,4-bis(3-carboxy-4-hydroxyphenylethyl)-benzene